N-cyclopropyl-5-(4-((2-(3-ethylureido)pyridin-4-yl)methyl)piperazin-1-yl)-6-methylpicolinamide C1(CC1)NC(C1=NC(=C(C=C1)N1CCN(CC1)CC1=CC(=NC=C1)NC(=O)NCC)C)=O